C(#C[2H])C1=CC(=C(C=N1)C1=C(C2=C(N=CN=C2N)N1C)C1=CC(=C(C=C1)OC1=NC=CC(=N1)C)F)C 6-(6-(ethynyl-d)-4-methylpyridin-3-yl)-5-(3-fluoro-4-((4-methylpyrimidin-2-yl)oxy)phenyl)-7-methyl-7H-pyrrolo[2,3-d]pyrimidin-4-amine